1,4-bis((tert-butyldimethylsilyl)oxy)cyclohexane [Si](C)(C)(C(C)(C)C)OC1CCC(CC1)O[Si](C)(C)C(C)(C)C